CN(CCOC=1C=CC(=C(C(=O)N[C@H](C)C2=CC(=CC(=C2)C=2SC=CC2)C=2C=NN(C2)C2OCCCC2)C1)C)C 5-(2-(dimethylamino)ethoxy)-2-methyl-N-((1R)-1-(3-(1-(tetrahydro-2H-pyran-2-yl)-1H-pyrazol-4-yl)-5-(thiophen-2-yl)phenyl)ethyl)benzamide